O[C@@H]1[C@@H](COC1)OC1=NN(C=C1NC=1N=CC2=C(N1)N(C(=C2)C#N)[C@H](COC)C)C([2H])([2H])[2H] 2-((3-((cis-4-hydroxytetrahydrofuran-3-yl)oxy)-1-(methyl-d3)-1H-pyrazol-4-yl)amino)-7-((S)-1-methoxypropan-2-yl)-7H-pyrrolo[2,3-d]pyrimidine-6-carbonitrile